C(C)(C)(C)OC(=O)N1C[C@@H]([C@H](CC1)NC(=O)C=1N=NN(C1)C1=C(C=C(C=C1)F)F)C(=O)O (3S,4S)-4-{[1-(2,4-difluoro-phenyl)-1H-[1,2,3]triazole-4-carbonyl]-amino}-piperidine-1,3-dicarboxylic acid 1-tert-butyl ester